5-(6-bromo-4-methyl-2,3,4,5-tetrahydro-1H-benzo[e][1,4]diazepin-1-yl)-6-fluoro-1-methyl-[1,2,4]triazolo[4,3-a]quinazoline BrC1=CC=CC=2N(CCN(CC21)C)C2=NC=1N(C3=CC=CC(=C23)F)C(=NN1)C